di-propylene glycol ethyl ether C(C)OC(C)COC(C)CO